CS(=O)(=O)OCCN1N=CC(=C1)C=1C=C2C(=NC=NN2C1)C1=CC(=C(C=C1)CNC(=O)C1=NOC(=N1)C(C)(C)C)C 2-[4-[4-[4-[[(5-tert-butyl-1,2,4-oxadiazole-3-carbonyl)amino]methyl]-3-methyl-phenyl]pyrrolo[2,1-f][1,2,4]triazin-6-yl]pyrazol-1-yl]ethyl methanesulfonate